9-fluoro-1-octylnonyl 8-{(3-hydroxypropyl)[7-(nonyloxycarbonyl)heptyl]amino}octanoate OCCCN(CCCCCCCC(=O)OC(CCCCCCCCF)CCCCCCCC)CCCCCCCC(=O)OCCCCCCCCC